5-amino-2-(6-(4-cyclopropyl-4H-1,2,4-triazol-3-yl)pyridin-2-yl)isoindolin-1-one NC=1C=C2CN(C(C2=CC1)=O)C1=NC(=CC=C1)C1=NN=CN1C1CC1